ClC=1C(=C(C=CC1F)[C@H](NC(=O)N1[C@@H](C(NCC1)=O)C)[C@@H]1CO[C@H](CC1)C(F)(F)F)F (2R)-N-((R)-(3-chloro-2,4-difluorophenyl)((3R,6R)-6-(trifluoromethyl)tetrahydro-2H-pyran-3-yl)methyl)-2-methyl-3-oxopiperazine-1-carboxamide